ClC1=CC=C(C=C1)NC1=NC(=NC(=N1)N1CCOCC1)CNC(=O)C1=NC=NC(=C1)OC N-((4-((4-chlorophenyl)amino)-6-morpholino-1,3,5-triazin-2-yl)methyl)-6-methoxypyrimidine-4-carboxamide